3-bromo-2-{[(propionyl)oxy]methyl}-2-(bromomethyl)propyl butyrate C(CCC)(=O)OCC(CBr)(CBr)COC(CC)=O